(6R)-4-[4-({(1R)-1-[3-(difluoromethyl)-2-fluorophenyl]ethyl}amino)-2-methylpyrido[3,4-d]pyrimidin-6-yl]-6-methylpiperazin-2-one FC(C=1C(=C(C=CC1)[C@@H](C)NC=1C2=C(N=C(N1)C)C=NC(=C2)N2CC(N[C@@H](C2)C)=O)F)F